FC1=C(C(=CC=C1)COCCO)C=1C=C2C(=CN1)N(N=C2C2=CC(=C(C=C2)N2CCN(CC2)C(=O)OC(C)(C)C)O)COCC[Si](C)(C)C tert-butyl 4-[4-(5-{2-fluoro-6-[(2-hydroxyethoxy)methyl]phenyl}-1-{[2-(trimethylsilyl)ethoxy]methyl}-1H-pyrazolo[3,4-c]pyridin-3-yl)-2-hydroxyphenyl]piperazine-1-carboxylate